5-(benzo[c][1,2,5]thiadiazol-6-yl)-1-(1H-benzo[d]imidazol-5-yl)imidazolidine-2,4-dione N=1SN=C2C1C=C(C=C2)C2C(NC(N2C2=CC1=C(NC=N1)C=C2)=O)=O